FC1=CC=C(C=C1)C1=NC=2N([C@](O1)(C(F)(F)F)C1=CC=CC=C1)C1=C(N2)C=CC=C1 (R)-2-(4-fluorophenyl)-4-phenyl-4-(trifluoromethyl)-4H-benzo[4,5]Imidazo[1,2-c][1,3,5]Oxadiazine